hexa(p-hydroxyphenoxy)cyclotriphosphazene C1=CC(=CC=C1O)ON2P(N=P(N(P2OC3=CC=C(C=C3)O)OC4=CC=C(C=C4)O)(OC5=CC=C(C=C5)O)OC6=CC=C(C=C6)O)OC7=CC=C(C=C7)O